(2Z)-piperazine N1CCNCC1